Hexyl Benzoat C(C1=CC=CC=C1)(=O)OCCCCCC